COC[B-](F)(F)F.[K+] potassium (methoxymethyl)trifluoroborate